BrC1=CC=C(OC[C@@H]2COC[C@@](O2)(COC2(COC2)C)C)C=C1 (2R,6S)-6-((4-bromophenoxy)methyl)-2-methyl-2-(((3-methyloxetan-3-yl)oxy)methyl)-1,4-dioxane